[Na].C(C)OC(CC=O)=O formylacetic acid ethyl ester sodium salt